4-(4-(6-fluorobenzofuran-3-yl)furan-2-yl)-4-oxobutyric acid FC1=CC2=C(C(=CO2)C=2C=C(OC2)C(CCC(=O)O)=O)C=C1